((2s,5r)-5-((5-cyclopropyl-2-((1-methyl-1H-pyrazol-4-yl)amino)-7H-pyrrolo[2,3-d]pyrimidin-4-yl)amino)-2-methylpiperidin-1-yl)prop-2-en-1-one fumarate C(\C=C\C(=O)O)(=O)O.C1(CC1)C1=CNC=2N=C(N=C(C21)N[C@@H]2CC[C@@H](N(C2)C(C=C)=O)C)NC=2C=NN(C2)C